CN(C(=O)[C@@H]1CN(CC[C@H]1NC(=O)C1=NOC(=C1)C1=C(C=C(C=C1)F)F)[C@@H]1[C@@H](CCCC1)O)CCC1=CC=CC=C1 (3R,4R)-4-{[5-(2,4-difluoro-phenyl)-isoxazole-3-carbonyl]-amino}-1-((1S,2R)-2-hydroxy-cyclohexyl)-piperidine-3-carboxylic acid methyl-phenethyl-amide